C(C[C@@H](C(=O)NCC(=O)N[C@@H](CCCN=C(N)N)C(=O)O)NC(=O)CN)CN=C(N)N The molecule is a polypeptide composed of dipeptide Gly-Arg units joined via peptide linkages. It derives from a glycine and a L-arginine.